[O-2].[In+3].[Cd+2] cadmium-indium oxide